3-chloro-4-[(5-fluorothiazol-2-yl)methoxy]aniline ClC=1C=C(N)C=CC1OCC=1SC(=CN1)F